C(C)OC(C(C(=O)OCC)C)=O ethyl 3-ethoxy-2-methyl-3-oxopropionate